(4-((3-(hydroxymethyl)oxetan-3-yl)methoxy)pyridin-2-yl)-6-methoxynicotinamide OCC1(COC1)COC1=CC(=NC=C1)C1=C(C(=O)N)C=CC(=N1)OC